3-(1-Cyclopropylcyclopropyl)-5,6-dimethyl-7-pentyl-[1,2,4]triazolo[4,3-a]pyrazin-8-one C1(CC1)C1(CC1)C1=NN=C2N1C(=C(N(C2=O)CCCCC)C)C